N[NH-] amino-mono-amide